(E)-3-(2-fluoro-4-isopropyl-3,5-dimethoxystyryl)pyridazine platinum iridium zirconium tungsten thorium [Th].[W].[Zr].[Ir].[Pt].FC1=C(/C=C/C=2N=NC=CC2)C=C(C(=C1OC)C(C)C)OC